1-(3-tert-butyl-1-(tetrahydro-2H-pyran-4-yl)-1H-pyrazol-5-yl)-3-(trans-1-(2-methoxyethyl)-4-phenylpyrrolidin-3-yl)urea C(C)(C)(C)C1=NN(C(=C1)NC(=O)N[C@@H]1CN(C[C@H]1C1=CC=CC=C1)CCOC)C1CCOCC1